5-(4-cyclopropyl-1H-imidazol-1-yl)-2-fluoro-4-(trifluoromethyl)benzoic acid C1(CC1)C=1N=CN(C1)C=1C(=CC(=C(C(=O)O)C1)F)C(F)(F)F